FC1=C(C2=C(N(C1=O)C)CNC2)C 3-fluoro-1,4-dimethyl-6,7-dihydro-5H-pyrrolo[3,4-b]pyridin-2-one